NC1=NC=CC=C1C1=NC=2C(=NC(=CC2)C2=CC=CC=C2)N1C1=CC=C(C=C1)C(C)(C)NC(OC(C)(C)C)=O tert-butyl (2-(4-(2-(2-aminopyridin-3-yl)-5-phenyl-3H-imidazo[4,5-b]pyridin-3-yl)phenyl)propan-2-yl)carbamate